C(C1=CC=CC=C1)N(CC)CC N-benzyl-N-ethylethanamine